tribromoindole C1=CC2=C(C(=C1)Br)C(=C(N2)Br)Br